N-(6-methoxypyridin-2-yl)azetidine-3-carboxamide hydrochloride Cl.COC1=CC=CC(=N1)NC(=O)C1CNC1